C(C)(C)(C)[S@@](=O)N[C@H](C)C1=CC=C(S1)C1=C(CN(C(OCCCC)=O)C)C=CC=C1 butyl (2-(5-((R)-1-(((R)-tert-butylsulfinyl)amino)ethyl)thiophen-2-yl)benzyl)(methyl)carbamate